N-(2-(2-(2-(2-aminoethoxy)ethoxy)ethoxy)ethyl)-5-(4-((6-((((3-(6-hydroxy-3-oxoisoindolin-1-yl)-1H-indol-2-yl)methyl)amino)methyl)-1H-indol-1-yl)methyl)-1H-imidazol-1-yl)pentanamide NCCOCCOCCOCCNC(CCCCN1C=NC(=C1)CN1C=CC2=CC=C(C=C12)CNCC=1NC2=CC=CC=C2C1C1NC(C2=CC=C(C=C12)O)=O)=O